tert-Butyl N-[(1R)-1-[(6-chloro-3-pyridyl)carbamoyl]-3-methyl-butyl]carbamate ClC1=CC=C(C=N1)NC(=O)[C@@H](CC(C)C)NC(OC(C)(C)C)=O